OC1(C(N(C2=CC=CC=C12)CC1=CC=C(C=C1)N1CCN(CC1)C(=O)OC(C)(C)C)=O)C1=CC=C(C=C1)S(N)(=O)=O tert-butyl 4-[4-[[3-hydroxy-2-oxo-3-(4-sulfamoylphenyl)indolin-1-yl]methyl]phenyl]piperazine-1-carboxylate